C(#N)C1=C(C(=O)O)C=C(C(=C1)C(=O)O)C#N 2,5-dicyanoterephthalic acid